FC(C(=O)N[C@@H]1[C@H](CNCC1)C)(OC1=C(C=CC=C1)F)F 2,2-difluoro-2-(2-fluorophenoxy)-N-((3s,4s)-3-methylpiperidin-4-yl)acetamide